2-(3-(difluoromethoxy)phenoxy)acetic acid FC(OC=1C=C(OCC(=O)O)C=CC1)F